isopropyl carbonate C(OC(C)C)([O-])=O